N-[2-(methanesulfonyloxy)phenyl]-N'-[4-(methanesulfonyloxy)phenyl]urea CS(=O)(=O)OC1=C(C=CC=C1)NC(=O)NC1=CC=C(C=C1)OS(=O)(=O)C